ClN(N=C(C#N)C#N)C1=CC=CC=C1 Carbonyl cyanide-chlorophenylhydrazone